NC=1C2=C(N=CN1)N(C(=C2C=2C=C1CC(NC1=CC2)=O)C2=CC=C(C=C2)NC(C(=C)C)=O)C N-(4-(4-amino-7-methyl-5-(2-oxoindolin-5-yl)-7H-pyrrolo[2,3-d]pyrimidin-6-yl)phenyl)methacrylamide